diethyl 4-(4,4,5,5-tetramethyl-1,3,2-dioxaborolan-2-yl)isophthalate CC1(OB(OC1(C)C)C1=C(C=C(C(=O)OCC)C=C1)C(=O)OCC)C